2-((2R,6R) or (2S,6S)-6-(6-(5-(((4-cyclobutylpyrimidin-2-yl)oxy)methyl)-1-methyl-1H-1,2,3-triazol-4-yl)-2-ethylpyridin-3-yl)tetrahydro-2H-pyran-2-yl)acetic acid C1(CCC1)C1=NC(=NC=C1)OCC1=C(N=NN1C)C1=CC=C(C(=N1)CC)[C@H]1CCC[C@@H](O1)CC(=O)O |o1:26,30|